C(C)(C)(C)[C@@H]1CC=2C=C3C(=NC2CC1)SC(=N3)C(=O)N[C@H](CCN3CCC(CC3)O)C=3C=NC(=CC3)N3CC(CC3)O (7S)-7-tert-butyl-N-[(1R)-3-(4-hydroxy-1-piperidyl)-1-[6-(3-hydroxypyrrolidin-1-yl)-3-pyridyl]propyl]-5,6,7,8-tetrahydrothiazolo[5,4-b]quinoline-2-carboxamide